5-[1-(2,2-dimethylpropyl)-1H-pyrazol-4-yl]-6-(1,5-naphthyridin-3-yl)pyridine-2-carbonitrile CC(CN1N=CC(=C1)C=1C=CC(=NC1C=1C=NC2=CC=CN=C2C1)C#N)(C)C